6-(3-methoxyphenyl)pyrimidin-2-amine COC=1C=C(C=CC1)C1=CC=NC(=N1)N